(S)-4-amino-7-fluoro-N-methyl-N-(6-(4-(trifluoromethyl)phenyl)-2,3-dihydrobenzofuran-3-yl)imidazo[1,5-a]quinoxaline-8-carboxamide NC=1C=2N(C3=CC(=C(C=C3N1)F)C(=O)N([C@@H]1COC3=C1C=CC(=C3)C3=CC=C(C=C3)C(F)(F)F)C)C=NC2